2,4-diethyl-7-methyloct-6-enal C(C)C(C=O)CC(CC=C(C)C)CC